COC=1C=C(C=C(C1OC)OC)N1C([C@@H]([C@@H]1C1=CC(=C(C=C1)OC)O)COC(CCCBr)=O)=O (3S,4R)-1-(3,4,5-trimethoxyphenyl)-4-(3-hydroxy-4-methoxyphenyl)-3-(4-bromobutyryloxymethyl)azetidin-2-one